[Si](C1=CC=CC=C1)(C1=CC=CC=C1)(C(C)(C)C)OCC[C@H]1[C@@H](CCC1)OC1=C(C=CC(=C1)C)S(=O)(=O)N1[C@@H](CCC1)C(=O)OC(C)(C)C |o1:20,21| tert-butyl ((2-(((1R*,2S*)-2-(2-((tert-butyldiphenylsilyl)oxy)ethyl)cyclopentyl)oxy)-4-methylphenyl)sulfonyl)-L-prolinate